C(C=C)(=O)OCCCCC(O)N 5-amino-5-hydroxypentyl acrylate